FC([C@H](O)[C@@]1(CN(CC1)C(C)(C)C1=CC=CC=C1)CCC1=CC=C(C=C1)S(=O)(=O)C)(F)F (R)-2,2,2-trifluoro-1-((S)-3-(4-(methylsulfonyl)phenethyl)-1-(2-phenylpropan-2-yl)pyrrolidin-3-yl)ethan-1-ol